FC1=CC=C(C=C1)C1=CC=C(S1)CC=1C=C(C=CC1C)C([C@@H]([C@H]([C@H]([C@@H](CCC(=O)[O-])OC(C)(C)OC)CC(=O)[O-])CC(=O)[O-])CC(=O)[O-])=O (2R,3R,4S,5R)-6-(3-((5-(4-fluorophenyl)thiophen-2-yl)methyl)-4-methylphenyl)-2-((2-methoxypropan-2-yl)oxy)-6-oxohexane-1,3,4,5-tetrayltetraacetate